COC=1C=C(C=CC1OC)C=1C[C@](C=CC1)(O)C1=CN=CC(=N1)NC(CCC(=O)OC(C)(C)C)=O tert-butyl (R)-4-((6-(3-(3,4-dimethoxyphenyl)-1-hydroxyphenyl)pyrazin-2-yl)amino)-4-oxobutanoate